1-((3r,4s)-3-fluoro-4-(3-(4-(trifluoromethyl)phenyl)-1H-pyrazolo[4,3-b]pyridin-1-yl)pyrrolidin-1-yl)prop-2-en-1-one tert-butyl-(R)-5-formyl-2,2-dimethyl-pyrrolidine-1-carboxylate C(C)(C)(C)OC(=O)N1C(CC[C@@H]1C=O)(C)C.F[C@@H]1CN(C[C@@H]1N1N=C(C2=NC=CC=C21)C2=CC=C(C=C2)C(F)(F)F)C(C=C)=O